(2R)-N-((R or S)-(3-chloro-2,4-difluoro-phenyl)((R or S)-spiro[2.2]pentan-1-yl)methyl)-2-methyl-3-oxopiperazine-1-carboxamide ClC=1C(=C(C=CC1F)[C@H](NC(=O)N1[C@@H](C(NCC1)=O)C)[C@@H]1CC12CC2)F |o1:8,20|